Di(Hydroxyphenyl)Dimethoxysilane OC1=C(C=CC=C1)[Si](OC)(OC)C1=C(C=CC=C1)O